BrC1CC(CCC1=O)C(=O)OCC ethyl 3-bromo-4-oxocyclohexane-1-carboxylate